C(C1=CC=CC=C1)C(C(=O)C1=CC=C(C=C1)N1CCCCC1)(CC)N(C)C 2-benzyl-2-dimethylamino-1-(4-piperidinophenyl)-butan-1-one